COC(N[C@H](C(=O)NC=1C(N(C=CC1)CC1=CC2=NC=C(C(=C2N1)OC(C)C)F)=O)CC\C=C\C(=O)N(C)C)=O Methyl-(S,E)-(7-(dimethylamino)-1-((1-((6-fluoro-7-isopropoxy-1H-pyrrolo[3,2-b]pyridin-2-yl)methyl)-2-oxo-1,2-dihydropyridin-3-yl)amino)-1,7-dioxohept-5-en-2-yl)carbamat